ClC=1C=CC2=C([C@@H](C[C@@H](O2)C(=O)NC23CC(C2)(C3)N3N=CC(=C3)C3=CC(=C(C=C3)OC(F)(F)F)F)O)C1 (2R,4R)-6-chloro-N-(3-{4-[3-fluoro-4-(trifluoromethoxy)phenyl]-1H-pyrazol-1-yl}bicyclo[1.1.1]pentan-1-yl)-4-hydroxy-3,4-dihydro-2H-1-benzopyran-2-carboxamide